difluoro-3',5'-dinitro-1,1'-biphenyl FC=1C(=C(C=CC1)C1=CC(=CC(=C1)[N+](=O)[O-])[N+](=O)[O-])F